tricyclo[5.2.1.0~2,6~]dec-3-en-8-yl acetate C(C)(=O)OC1C2C3CC=CC3C(C1)C2